CS(=O)(=O)[O-].C(CCC)[N+]1=CC=C(C=C1)C 1-Butyl-4-Methylpyridinium methansulfonat